1-thia-4-aza-benzene S1CC=NC=C1